BrCC1CCOCC1 4-(bromomethyl)oxacyclohexane